2-(4-(2-((1S,2R)-2-(1-(5-chloropyrimidin-2-yl)piperidin-4-yl)cyclopropyl)ethoxy)-2-fluorophenyl)-1-(3-(hydroxymethyl)azetidin-1-yl)ethan-1-one ClC=1C=NC(=NC1)N1CCC(CC1)[C@@H]1[C@@H](C1)CCOC1=CC(=C(C=C1)CC(=O)N1CC(C1)CO)F